1-(2-Oxo-3-((2-(trimethylsilyl)ethoxy)methyl)-2,3-dihydrobenzo[d]oxazol-5-yl)dihydropyrimidine-2,4(1H,3H)-dione O=C1OC2=C(N1COCC[Si](C)(C)C)C=C(C=C2)N2C(NC(CC2)=O)=O